The molecule is a docosanoid that is (4Z,7Z,10Z,13Z,15E,19Z)-docosahexaenoic acid carrying a hydroperoxy substituent at position 17R. It is a docosanoid, a hydroperoxy fatty acid and a long-chain fatty acid. It derives from an all-cis-docosa-4,7,10,13,16,19-hexaenoic acid. CC/C=C\\C[C@H](/C=C/C=C\\C/C=C\\C/C=C\\C/C=C\\CCC(=O)O)OO